tert-Butyl (5-(2-chloro-5-((1R,3R)-2,2-dichloro-3-(4-fluoro-3-(trifluoromethyl)phenyl)cyclopropane-1-carboxamido)benzamido)-2,3,4-trifluorophenyl)carbamate ClC1=C(C(=O)NC=2C(=C(C(=C(C2)NC(OC(C)(C)C)=O)F)F)F)C=C(C=C1)NC(=O)[C@@H]1C([C@H]1C1=CC(=C(C=C1)F)C(F)(F)F)(Cl)Cl